C1(CC1)N1N=C(C(C(=C1)C(=O)NC1=CC=C(C=C1)C(C)(C)O)=O)C1=C(C=CC=C1)OCC(F)F 2-cyclopropyl-6-[2-(2,2-difluoroethoxy)phenyl]-N-[4-(2-hydroxypropan-2-yl)phenyl]-5-oxo-2,5-dihydropyridazine-4-carboxamide